COC=1C=C(C=CC1OC)C1=NC2=C(N1)C=C(C=C2C)C=2CCN(CC2)C(=O)OC(C)(C)C tert-butyl 4-(2-(3,4-dimethoxyphenyl)-4-methyl-1H-benzo[d]imidazol-6-yl)-3,6-dihydropyridine-1(2H)-carboxylate